aluminium tripropoxide [O-]CCC.[O-]CCC.[O-]CCC.[Al+3]